COC1=NC=NC2=CC=C(C=C12)C=1C=CN2N=C(N=CC21)C2(CCC(CC2)N(C)C)N 1-(5-(4-methoxyquinazolin-6-yl)pyrrolo[2,1-f][1,2,4]triazin-2-yl)-N4,N4-dimethylcyclohexane-1,4-diamine